C(C)(C)(C)OC(=O)N1C[C@@H](CCC1)NC=1C(N(C(=NN1)C1=C(C=C(C=C1)C#CC)OC)C)=O (R)-3-((3-(2-methoxy-4-(prop-1-yn-1-yl)phenyl)-4-methyl-5-oxo-4,5-dihydro-1,2,4-triazin-6-yl)amino)piperidine-1-carboxylic acid tert-butyl ester